methyl 4-bromo-1-methyl-1H-indazole-7-carboxylate BrC1=C2C=NN(C2=C(C=C1)C(=O)OC)C